((3-chlorobenzyl)amino)-N-(6-chloropyridin-3-yl)-6-(3,5-dimethylisoxazole-4-yl)quinazoline-2-carboxamide ClC=1C=C(CNC2=NC(=NC3=CC=C(C=C23)C=2C(=NOC2C)C)C(=O)NC=2C=NC(=CC2)Cl)C=CC1